(2-chloro-4-fluoro-phenyl)methan-amine ClC1=C(C=CC(=C1)F)CN